C1(CCCCCC1)NC(COC1=CC2=CC(=CC=C2C=C1)B1OC(C(O1)(C)C)(C)C)=O N-Cycloheptyl-2-((7-(4,4,5,5-tetramethyl-1,3,2-dioxaborolan-2-yl)naphthalen-2-yl)oxy)acetamide